C(C)(C)(C)OC(=O)N[C@@H](CC1=CC=C(C=C1)B(O)O)C(=O)OC (S)-(4-(2-((tert-butoxycarbonyl)amino)-3-methoxy-3-oxopropyl)phenyl)boronic acid